C(#N)CNS(=O)(=O)C1=CC=C(C=C1)C=1N=NN(N1)CC1=CC=NC=C1 N-(cyanomethyl)-4-(2-(pyridin-4-ylmethyl)-2H-tetrazol-5-yl)benzenesulfonamide